5-(5-Bromo-3,4-dihydroquinolin-1(2H)-yl)-6,7-difluoro-[1,2,4]triazolo[4,3-a]quinazoline BrC1=C2CCCN(C2=CC=C1)C1=NC=2N(C3=CC=C(C(=C13)F)F)C=NN2